C(C)(C)(C)OC(NC[C@H]1C[C@H]([C@@H]2OC(O[C@@H]21)(C)C)N2C=C(C1=C2N=C(N=C1)Cl)Br)=O tert-butyl-N-{[(3aR,4R,6R,6aS)-6-{5-bromo-2-chloropyrrolo[2,3-d]pyrimidin-7-yl}-2,2-dimethyl-tetrahydro-3aH-cyclopenta[d][1,3]dioxol-4-yl]methyl}carbamate